CN1C(N2C3=C(C=CC=C3C13C(NC1=CC=CC=C13)=O)C=C2C#C[Si](C(C)C)(C(C)C)C(C)C)=O methyl-5'-((triisopropylsilyl)ethynyl)spiro[indoline-3,1'-pyrrolo[3,2,1-ij]quinazoline]-2,3'(2'H)-dione